acenaphthene-1,2-dione C1(C(C2=CC=CC3=CC=CC1=C23)=O)=O